rac-(1SR,3SR,4RS)-7-oxabicyclo[2.2.1]heptane-1,3-dicarboxylic acid 3-(tert-butyl) ester 1-ethyl ester C(C)OC(=O)[C@@]12C[C@@H]([C@@H](CC1)O2)C(=O)OC(C)(C)C |r|